17-iodo-4,6,8,10,12,14-hexamethylheptadecylmethoxymethyl ether ICCCC(CC(CC(CC(CC(CC(CCCC(OC)OC(CCCC(CC(CC(CC(CC(CC(CCCI)C)C)C)C)C)C)OC)C)C)C)C)C)C